1-(4-(3-Fluoro-5-(trifluoromethyl)benzyl)pyridin-2-yl)-N,5-dimethyl-1H-pyrazol-3-carboxamid FC=1C=C(CC2=CC(=NC=C2)N2N=C(C=C2C)C(=O)NC)C=C(C1)C(F)(F)F